1-(4-Bromo-2-methylphenyl)-5,7-difluoro-6-methoxy-1H-indazole BrC1=CC(=C(C=C1)N1N=CC2=CC(=C(C(=C12)F)OC)F)C